tert-butyl (7-cyano-2-methylpyrazolo[1,5-a]pyridin-3-yl)carbamate C(#N)C1=CC=CC=2N1N=C(C2NC(OC(C)(C)C)=O)C